3,4-dichloro-N-[5-chloro-2-(2-methoxy-benzoyl)-pyridin-3-yl]-benzenesulfonamide ClC=1C=C(C=CC1Cl)S(=O)(=O)NC=1C(=NC=C(C1)Cl)C(C1=C(C=CC=C1)OC)=O